ClC=1C(=C2C=NNC2=C(C1F)C1=CC(CC1)=O)C=1N=CC=2N(C1)C=C(N2)NC(=O)[C@H]2[C@H](C2)F (1S,2S)-N-(6-(5-chloro-6-fluoro-7-(3-oxocyclopent-1-en-1-yl)-1H-indazol-4-yl)imidazo[1,2-a]pyrazin-2-yl)-2-fluorocyclopropane-1-carboxamide